S(C=CC(=O)OCCCCCCCCCCCC)C=CC(=O)OCCCCCCCCCCCC Dilauryl thiodiacrylate